FC1=C(N=CC2=C1N=C(N=C2N2CCC(NCCC2)=O)OCC21CCCN1CCC2)C2=CC=CC1=CC=CC(=C21)F 5-(8-fluoro-7-(8-fluoronaphthalen-1-yl)-2-((hexahydro-1H-pyrrolizin-7a-yl)methoxy)pyrido[4,3-d]pyrimidin-4-yl)-1,5-diazocan-2-one